FC1=CC=C(C=2NN=NC21)F 4,7-difluorobenzotriazole